3,4-dihydroxybromobenzene OC=1C=C(C=CC1O)Br